CNC1=NC2=CC=C(C=C2C(=N1)N1CC2(C1)CCN(CC2)CC2CCC(CC2)NS(=O)(=O)CC)CC(F)(F)F N-((1R,4R)-4-((2-(2-(methylamino)-6-(2,2,2-trifluoroethyl)quinazolin-4-yl)-2,7-diazaspiro[3.5]nonan-7-yl)methyl)cyclohexyl)ethanesulfonamide